3-amino-6,7-dihydro-5H-cyclopenta[c]pyridin-5-one NC1=CC2=C(C=N1)CCC2=O